N5-(4-aminophenyl)-N3,N3,1-tris[(4-methoxyphenyl)methyl]pyrazolo[3,4-b]pyridine-3,5-diamine NC1=CC=C(C=C1)NC=1C=C2C(=NC1)N(N=C2N(CC2=CC=C(C=C2)OC)CC2=CC=C(C=C2)OC)CC2=CC=C(C=C2)OC